(S)-2-((((9H-fluoren-9-yl)methoxy)carbonyl)amino)-3-(3-(2-cyanoimidazo[1,2-a]pyrazin-6-yl)phenyl)propanoic acid C1=CC=CC=2C3=CC=CC=C3C(C12)COC(=O)N[C@H](C(=O)O)CC1=CC(=CC=C1)C=1N=CC=2N(C1)C=C(N2)C#N